C([C@@H](O)C[C@H](O)[C@H](O)CO)O 3-deoxy-D-mannitol